spiro[4,5-dihydrothieno[2,3-c]pyran-7,4'-piperidin]-4-amine N1CCC2(CC1)OCC(C1=C2SC=C1)N